(1-methylcyclopropyl-amino)but-2-enamide CC1(CC1)NC(C(=O)N)=CC